7-fluoro-1-methyl-1H-benzo[d]Imidazole-5-carboxylic acid methyl ester COC(=O)C1=CC2=C(N(C=N2)C)C(=C1)F